2-(2-(ethylamino) phenyl)-1,2,3,4-tetrahydroisoquinolin-6-yl pivalate C(C(C)(C)C)(=O)OC=1C=C2CCN(CC2=CC1)C1=C(C=CC=C1)NCC